1-methyl-1H-pyrazol-3-yl-2-(4,4,5,5-tetramethyl-1,3,2-dioxaborolan-2-yl)benzoate CN1N=C(C=C1)OC(C1=C(C=CC=C1)B1OC(C(O1)(C)C)(C)C)=O